NC=1C2=C(N=CN1)C(=CS2)C(=O)NC2=C1C=CN=C(C1=CC=C2C)NC2=CC(=CC=C2)C(N(C)C)=O 4-Amino-N-(1-((3-(Dimethylcarbamoyl)phenyl)amino)-6-Methylisoquinolin-5-yl)thieno[3,2-d]pyrimidin-7-carboxamid